C1(CCCC1)N1N=CC(=C1)O 1-Cyclopentyl-pyrazol-4-ol